2,2'-(pentane-3,3-diyl)bis(4-phenyl-4,5-dihydro-oxazole) CCC(CC)(C=1OCC(N1)C1=CC=CC=C1)C=1OCC(N1)C1=CC=CC=C1